O=C1NC(CC[C@@H]1N1C(C2=CC=C(C=C2C1=O)N1CCC(CC1)CCN1CCC(CC1)NC1=C2N=CN(C2=NC=N1)C1CC(C1)NC(C1=NC(=CC=C1)C)=O)=O)=O N-((1s,3s)-3-(6-((1-(2-(1-(2-(2,6-dioxopiperidin-3-yl)-1,3-dioxoisoindoline-5-yl)piperidin-4-yl)ethyl)piperidin-4-yl)amino)-9H-purin-9-yl)cyclobutyl)-6-methylpicolinamide